C([O-])([O-])=O.C(CC(O)(C(=O)O)CC(=O)O)(=O)[O-].C(CC(O)(C(=O)O)CC(=O)O)(=O)O.[Al+3] aluminum (III) biscitrate monocarbonate